tert-butyl (S)-2-((R)-4-(2,2-difluoroethyl)-2-methylpiperazin-1-carbonyl)pyrrolidin-1-carboxylate FC(CN1C[C@H](N(CC1)C(=O)[C@H]1N(CCC1)C(=O)OC(C)(C)C)C)F